C(C)N1N=CC(=C1)C1=NNC2=CN=C(C=C21)C2=C(C=C(C=C2C)CNC)F 1-(4-(3-(1-ethyl-1H-pyrazol-4-yl)-1H-pyrazolo[3,4-c]pyridin-5-yl)-3-fluoro-5-methylphenyl)-N-methylaminomethane